4-[(1R)-1-acetamidoethyl]benzamide C(C)(=O)N[C@H](C)C1=CC=C(C(=O)N)C=C1